2-amino-N,N-dipropyl-8-(1-((1,2,3,4-tetrahydroisoquinolin-7-yl)carbamoyl)cyclopropyl)-3H-benzo[b]azepin-4-carboxamide NC=1CC(=CC2=C(N1)C=C(C=C2)C2(CC2)C(NC2=CC=C1CCNCC1=C2)=O)C(=O)N(CCC)CCC